(S)-3-phenyl-piperidine C1(=CC=CC=C1)[C@H]1CNCCC1